[Si](C)(C)(C(C)(C)C)OC[C@H](C1=CC2=C(OC3=C2C=CC=C3)C=C1)NC=1C(N(C(=CN1)N1CCCCC1)CC(=O)O)=O (S)-2-(3-((2-((tert-Butyldimethylsilyl)oxy)-1-(dibenzo[b,d]furan-2-yl)ethyl)amino)-2-oxo-6-(piperidin-1-yl)pyrazin-1(2H)-yl)acetic acid